C1(=CC=C(C=C1)C(=O)O)C1=CC=C(C=C1)C(=O)O [1,1-biphenyl]-4,4'-dicarboxylic acid